(E)-1-(4-(7-(6-amino-4-methyl-3-(trifluoromethyl)pyridin-2-yl)-6-chloro-2-((1-methylpyrrolidin-2-yl)methoxy)quinazolin-4-yl)-3-methylpiperazin-1-yl)-4,4-difluorobut-2-en-1-one NC1=CC(=C(C(=N1)C1=C(C=C2C(=NC(=NC2=C1)OCC1N(CCC1)C)N1C(CN(CC1)C(\C=C\C(F)F)=O)C)Cl)C(F)(F)F)C